2-(thiazol-4-yl)thiazolo[5,4-g]quinoline-4,9-dione S1C=NC(=C1)C=1SC=2C(C=3C=CC=NC3C(C2N1)=O)=O